COC1=CC2=C(NC(NS2(=O)=O)=O)C=C1 7-methoxy-2H-benzo[e][1,2,4]thiadiazin-3(4H)-one 1,1-dioxide